C(C)(C)(C)OC(=O)NS(=O)(=O)C1=C(OCCCCCNC(OC(C)(C)C)=O)C=C(C=C1)NC1=NC=C(C=N1)C1CC(CC1)O[Si](C)(C)C(C)(C)C rac-tert-butyl N-(5-{2-[(tert-butoxycarbonyl)aminosulfonyl]-5-({5-[3-[(tert-butyldimethylsilyl)oxy]cyclopentyl]pyrimidin-2-yl}amino)phenoxy}pentyl)carbamate